Methyl (6aR)-7-methyl-4,6,6a,7,8,9-hexahydroindolo[4,3-fg]quinoline-9-carboxylate CN1CC(C=C2C3=C4C(C[C@@H]12)=CNC4=CC=C3)C(=O)OC